3-(5'-methoxy-2'-carboxyanilino)-4-hydroxybenzoic acid ethyl ester C(C)OC(C1=CC(=C(C=C1)O)NC1=C(C=CC(=C1)OC)C(=O)O)=O